CN1CCC(CC1)OC1=CC(=NC=C1)C1=NN=C(S1)NC1=NC=CC=C1C 5-(4-(1-methylpiperidin-4-yloxy)pyridin-2-yl)-N-(3-methylpyridin-2-yl)-1,3,4-thiadiazol-2-amine